FC=1C=C2C=NN(C2=C(C1)C(=O)O)CC=1C=NC(=NC1)C1=CC(=CC(=C1)OC)F 5-fluoro-1-((2-(3-fluoro-5-methoxyphenyl)pyrimidin-5-yl)methyl)-1H-indazole-7-carboxylic acid